(R)-3-methyl-5-(8-methyl-7-(tetrahydro-2H-pyran-4-yl)-5,6,7,8-tetrahydro-[1,2,4]triazolo[4,3-a]pyrazin-3-yl)-1,2,4-thiadiazole CC1=NSC(=N1)C1=NN=C2N1CCN([C@@H]2C)C2CCOCC2